ON[C@@H]([C@@H](C)CC)C(=O)O Hydroxy-Isoleucin